COCC[C@H]([C@H](CC=C)C)S(=O)(=O)N(CC1=CC=C(C=C1)OC)CC1=CC=C(C=C1)OC (3R,4S)-1-METHOXY-N,N-BIS(4-METHOXYBENZYL)-4-METHYL-6-HEPTENE-3-SULFONAMIDE